(2R,3R,4R,5S,6R)-2-(acetoxymethyl)-5-((3,3-dimethylbutanoyl)oxy)-6-isobutyltetrahydro-2H-pyran-3,4-diyl diacetate C(C)(=O)O[C@@H]1[C@H](O[C@@H]([C@@H]([C@H]1OC(C)=O)OC(CC(C)(C)C)=O)CC(C)C)COC(C)=O